C(N)(O[C@H](C(N1CCN(CC1)C1=CC(=CC=C1)C(F)(F)F)=O)CC(C)(C)C)=O (S)-tert-butyl(1-oxo-1-(4-(3-(trifluoromethyl)phenyl)piperazin-1-yl)propan-2-yl) carbamate